2-hydroxy-2-sulfinylacetic acid-zinc salt [Zn+2].OC(C(=O)[O-])=S=O.OC(C(=O)[O-])=S=O